ClCC(=O)N1[C@@H](C=2NC3=CC=CC=C3C2C[C@@H]1C(=O)OCC1=CC=CC=C1)C1=CC=C(C=C1)C(=O)OC benzyl (1R,3R)-2-(2-chloroacetyl)-1-(4-(methoxycarbonyl) phenyl)-2,3,4,9-tetrahydro-1H-pyrido[3,4-b]indole-3-carboxylate